[Ta].[Mn].[Fe] iron-manganese-tantalum